methyl 5-cyano-3-fluoro-6-methylpicolinate C(#N)C=1C=C(C(=NC1C)C(=O)OC)F